FC1=C(C=C(C(=C1)OCCCCCCCCCCCCCCCCCCCC)F)S(=O)(=O)C1=NC2=CC=C(C=C2C(=C1)N1CCC(CC1)N1CCN(CC1)C1CCN(CC1)CC)OC(F)(F)F (2,5-difluoro-4-(icosyloxy)phenyl)sulfonyl-4-(4-(4-(1-ethylpiperidin-4-yl)piperazin-1-yl)piperidin-1-yl)-6-(trifluoromethoxy)quinoline